COC(C1=C(C=CC(=C1)F)C#C[C@@H](C)NC(=O)OC(C)(C)C)=O (R)-2-(3-((tert-Butoxycarbonyl)amino)but-1-yn-1-yl)-5-fluorobenzoic acid methyl ester